(rac)-((1s,3s)-3-hydroxy-3-methylcyclobutyl)(6-(3-(trifluoromethoxy)phenyl)-2-azaspiro[3.4]oct-2-yl)methanone OC1(CC(C1)C(=O)N1CC2(C1)C[C@@H](CC2)C2=CC(=CC=C2)OC(F)(F)F)C |r|